C(C)(C)(C)OC(=O)N[C@H]1CC(C[C@@H](N(C1)C(=O)OCC1=CC=CC=C1)C)=O benzyl (2S,6S)-6-((tert-butoxycarbonyl)amino)-2-methyl-4-oxoazepane-1-carboxylate